NC1=C(SC(=C1)C1=C(C=C(C(=C1)OC)F)Cl)C(=O)OC methyl 3-amino-5-(2-chloro-4-fluoro-5-methoxyphenyl)thiophene-2-carboxylate